2-oxoethylcarbamic acid tert-butyl ester C(C)(C)(C)OC(NCC=O)=O